C(C)(C)(C)OC(=O)N1C[C@@H](CCC1)NC=1OC=2C(=NC(=CC2)Br)N1 tert-butyl-(3R)-3-[(5-bromooxazolo[4,5-b]pyridin-2-yl)amino]piperidine-1-carboxylate